C(C)(C)(C)OC(=O)NC=1C=C(C=CC1)S(=O)(=O)C1=CC(=CC=C1)NC(=O)OC(C)(C)C (bis[3-(tert-butoxycarbonylamino)phenyl])Sulfone